N-(4-chloro-3-(pyridin-4-yl)-1H-pyrazol-5-yl)-3-(3,4,5-trifluorophenyl)propanamide ClC=1C(=NNC1NC(CCC1=CC(=C(C(=C1)F)F)F)=O)C1=CC=NC=C1